N1(CCCC1)C=1C=C(CNC2CC[NH2+]CC2)C=CC1 4-((3-(pyrrolidin-1-yl)benzyl)amino)piperidin-1-ium